N1=C(C=CC=C1)NC(CC(C)(C)C)C=1N=NNN1 N-2-pyridyl[3,3-dimethyl-1-(2H-tetraazol-5-yl)butyl]amine